(2S,4R)-1-[(2R)-2-(4-cyclopropyltriazol-1-yl)-3,3-dimethyl-butanoyl]-4-hydroxy-N-(5,6,7,8-tetrahydroisoquinolin-5-yl)pyrrolidine-2-carboxamide C1(CC1)C=1N=NN(C1)[C@@H](C(=O)N1[C@@H](C[C@H](C1)O)C(=O)NC1C=2C=CN=CC2CCC1)C(C)(C)C